hexane-1,2,3,4,5-penta-ol hydrochloride Cl.C(C(C(C(C(C)O)O)O)O)O